C(CCCCCCCCCCCCCCCCC)OC(CC)=O stearyl-propionate